1-(7-((1-isobutyl-6-((5-methylthiazol-2-yl)amino)-1H-pyrrolo[3,2-c]pyridin-4-yl)oxy)-1-azaspiro[4.4]nonan-1-yl)prop-2-en-1-one C(C(C)C)N1C=CC=2C(=NC(=CC21)NC=2SC(=CN2)C)OC2CC1(CCCN1C(C=C)=O)CC2